CO[C@@H]1C([C@H]2OC(OC[C@H]2O[C@H]1C(=O)O)(C)C)N1N=NC(=C1)C1=CC(=C(C(=C1)F)F)F (4ar,6r,7r,8ar)-7-methoxy-2,2-dimethyl-8-(4-(3,4,5-trifluorophenyl)-1H-1,2,3-triazol-1-yl)hexahydropyrano[3,2-d][1,3]dioxine-6-carboxylic acid